7-(5-(5-(6-oxa-3-azabicyclo[3.1.1]hept-3-yl)-1,3,4-thiadiazol-2-yl)-4-(isopropylamino)pyridin-2-yl)pyrrolo[1,2-b]pyridazine-3-carbonitrile C12CN(CC(O1)C2)C2=NN=C(S2)C=2C(=CC(=NC2)C2=CC=C1N2N=CC(=C1)C#N)NC(C)C